5-bromo-1-(3-fluoro-4-methylbenzyl)-4-formyl-2-oxo-2,3-dihydro-1H-benzo[b]azepine-8-carbonitrile BrC=1C2=C(N(C(CC1C=O)=O)CC1=CC(=C(C=C1)C)F)C=C(C=C2)C#N